2-(3-(dimethylamino)phenyl)-N-((2-(2,6-dioxopiperidin-3-yl)-1-oxoisoindolin-5-yl)methyl)-2,2-difluoroacetamide CN(C=1C=C(C=CC1)C(C(=O)NCC=1C=C2CN(C(C2=CC1)=O)C1C(NC(CC1)=O)=O)(F)F)C